CN1N=CC(=C1C1=CC=2N(C=C1)N=C(C2)NC(=O)[C@@H]2[C@H](C2)C)OC[C@@H]2N(CC2)C(=O)OC(C)(C)C tert-butyl (R)-2-(((1-methyl-5-(2-((1S,2S)-2-methylcyclopropane-1-carboxamido)pyrazolo[1,5-a]pyridin-5-yl)-1H-pyrazol-4-yl)oxy)methyl)azetidine-1-carboxylate